6-Oxaspiro[3.4]octane-2-carboxylic acid C1C(CC12COCC2)C(=O)O